ClC1=C(OCC=2C=C(C=CC2)C(C2CCN(CC2)C(=O)OC(C)(C)C)O)C=CC(=C1)C tert-Butyl 4-((3-((2-chloro-4-methylphenoxy)methyl)phenyl)(hydroxy)methyl)piperidine-1-carboxylate